4,4-dimethoxy-1-(pyridine-3-yl)butanone COC(CC(CC=1C=NC=CC1)=O)OC